5-((2-cyclopropyl-6-methyl-7-phenyl-1H-imidazo[4,5-c]pyridin-1-yl)methyl)pyridine-2-sulfonamide C1(CC1)C=1N(C2=C(C=NC(=C2C2=CC=CC=C2)C)N1)CC=1C=CC(=NC1)S(=O)(=O)N